[Si](C)(C)(C(C)(C)C)OCC1=CC(=NC=C1)NC(C(C(C1CC1)C1CC1)NC(OC(C)(C)C)=O)=O tert-butyl (1-((4-(((tert-butyldimethylsilyl)oxy)methyl)pyridin-2-yl)amino)-3,3-dicyclopropyl-1-oxopropan-2-yl)carbamate